[N-](S(=O)(=O)C(F)(F)F)S(=O)(=O)C(F)(F)F.C(CCCC)N1C(N(C=C1)C)C 1-pentyl-2,3-dimethylimidazole bistrifluoromethanesulfonimide salt